N[C@H]1CS(C2=C(N(C1=O)CC1=CC=C(C=C1)Cl)C=C(C=C2)C=2OC(=NN2)C2=C(C=C(C=C2)S(=O)(=O)C)C)(=O)=O (3R)-3-amino-5-[(4-chlorophenyl)methyl]-7-[5-(2-methyl-4-methylsulfonyl-phenyl)-1,3,4-oxadiazol-2-yl]-1,1-dioxo-2,3-dihydro-1λ6,5-benzothiazepin-4-one